(2-methoxy-ethyl)-methyl-amine COCCNC